NC1=NC=C(C(=N1)N)OC=1C(=CC(=C(C1)S(=O)(=O)N)OC)C(C)C 5-[(2,4-diaminopyrimidin-5-yl)oxy]-2-methoxy-4-(propan-2-yl)benzene-1-sulfonamide